(±)-cis-ethyl 2-(6-chloropyridin-2-yl)cyclopropanecarboxylate ClC1=CC=CC(=N1)[C@@H]1[C@@H](C1)C(=O)OCC |r|